CC1=C(C(=O)O[C@]23CCCN3[C@@H](CC2)CO[Si](C2=CC=CC=C2)(C2=CC=CC=C2)C(C)(C)C)C=CC=C1 ((3S,7aR)-3-(((tert-butyldiphenylsilyl) oxy) methyl) hexahydro-1H-pyrrolizin-7a-yl) methylbenzoate